CS(=O)(=O)C1=CC=C(OC[C@@H]2CN(C[C@H]2C)CCC=2C=C(C#N)C=C(C2)C)C=C1 3-{2-[(3S,4S)-3-(4-methanesulfonylphenoxymethyl)-4-methylpyrrolidin-1-yl]ethyl}-5-methylbenzonitrile